(N-formyl-N-methylamino)butyramide C(=O)N(C)C(C(=O)N)CC